CNCCC(=O)N1CC2CCC(C1)N2C2=CC=C(C=N2)C#N 6-[3-[3-(methylamino)propanoyl]-3,8-diazabicyclo[3.2.1]octan-8-yl]pyridine-3-carbonitrile